BrC=1C=2N(C(=NC1)NCC1=C(C=CC3=C1CCO3)F)C=NN2 8-Bromo-N-((5-fluoro-2,3-dihydrobenzofuran-4-yl)methyl)-[1,2,4]triazolo[4,3-c]pyrimidin-5-amine